ClC=1C=CC(=NC1)C=1OC(=CN1)CNC1=CC=C(C=C1)F 5-chloro-2-(5-{[(4-fluorophenyl)amino]methyl}-1,3-oxazol-2-yl)pyridine